FC(S(=O)(=O)O)(F)F.CC=1N(C=CN1)CCCN1C(=NC=C1)C 1,3-bis(2-methyl-1H-imidazole-1-yl)propane trifluoromethanesulfonate